ClC1=CN=C(S1)C=1C(=C(C(=O)N[C@H](C)C=2C=NC(=NC2)C(F)(F)F)C=C(C1)OC(C)C(C)O)F 3-(5-chlorothiazol-2-yl)-2-fluoro-5-((trans-3-hydroxybutane-2-yl)oxy)-N-((R)-1-(2-(trifluoromethyl)pyrimidin-5-yl)ethyl)benzamide